tert-Butyl 3-[2-[[tert-butyl(diphenyl)silyl]oxymethyl]-3,3,3-trifluoro-2-methyl-propoxy]pyrazole-1-carboxylate [Si](C1=CC=CC=C1)(C1=CC=CC=C1)(C(C)(C)C)OCC(COC1=NN(C=C1)C(=O)OC(C)(C)C)(C(F)(F)F)C